ClC=1C=C2CCN(CC2=C(C1)[C@H]1N(CCC1)C(=O)[O-])C1=CC(=NC=C1)C (S)-2-(6-Chloro-2-(2-methylpyridin-4-yl)-1,2,3,4-tetrahydroisoquinolin-8-yl)pyrrolidine-1-carboxylate